CC([C@@H](CNC(C1=CC=C(C=C1)C)=O)NC(OCC1=CC=CC=C1C1(NC=C(C(=N1)Cl)COC)S(=O)(=O)C)=O)C 4-chloro-5-(methoxymethyl)-2-(methyl sulfonyl)pyrimidineBenzyl ((1S)-2-methyl-1-{[(4-methylbenzoyl)amino]methyl}propyl)carbamate